OOOOOOOOCCCCCCCCCCCCCCCCCC octaoxahexacosan